N1,N1,N2-trimethylethane-1,2-diaminium C[NH+](CC[NH2+]C)C